OC1CCC(CC1)NC=1SC(C(C1)CC1=CC=C(C=C1)OC)=O 2-(((1r,4r)-4-hydroxycyclohexyl)amino)-4-(4-methoxybenzyl)-5-oxo-4,5-dihydrothiophene